C(C)(C)(C)OC(=O)N(C=1N=CC2=CC=C(C(=C2C1)C(C(=O)O)=O)F)C(=O)OC(C)(C)C 2-(3-(bis(t-Butoxycarbonyl)amino)-6-fluoroisoquinolin-5-yl)-2-oxoacetic acid